CC=1N(C(C2C(N1)C(=NC(=N2)N2C[C@@H](OCC2)C=2C=NN(C2)C)C2CCO2)=O)C 2,3-dimethyl-6-[(2S)-2-(1-methyl-1H-pyrazol-4-yl)morpholin-4-yl]-8-(oxetan-4-yl)-3H,4ah,8ah-[1,3]diazino[5,4-d]pyrimidin-4-one